8-bromo-6-(6-methoxypyridin-3-yl)-4-methylquinazoline BrC=1C=C(C=C2C(=NC=NC12)C)C=1C=NC(=CC1)OC